C1(=CC=CC=C1)S(=O)(=O)C1(CCC(CC1)C)C(=O)O 1-Phenylsulfonyl-4-methylcyclohexanecarboxylic acid